tellurium (i) ethyl 3-(5-(3-aminophenyl)-3-hydroxypicolinamido)-2,2-dimethylpropionate NC=1C=C(C=CC1)C=1C=C(C(=NC1)C(=O)NCC(C(=O)OCC)(C)C)O.[Te+]